benzyl 3-isopropyl-6-(3-methoxypropoxy)-3,4-dihydroisoquinoline-7-carboxylate C(C)(C)C1N=CC2=CC(=C(C=C2C1)OCCCOC)C(=O)OCC1=CC=CC=C1